S1CCC(CC1)N1N=NC(=C1)C1CCN(CC1)C(=O)OC(C)(C)C tert-butyl 4-(1-(tetrahydro-2H-thiopyran-4-yl)-1H-1,2,3-triazol-4-yl)piperidine-1-carboxylate